C([C@@H]1[C@H]([C@@H]([C@H]([C@@H](O1)O[C@H]2[C@H](O[C@H]([C@@H]([C@H]2O)O)O[C@@H]3[C@H](O[C@@H]([C@@H]([C@H]3O)O)O)CO)CO)O)O)O)O The molecule is a trisaccharide consisting of beta-D-galactopyranose, beta-D-galactopyranose and alpha-D-glucopyranose residues joined in sequence by (1->4) glycosidic linkages. It derives from an alpha-lactose.